Cl.C(C)C1N(CCOC1)CC.[N] nitrogen diethyl-morpholine hydrochloride